1-[3-[2-[2-(4-Cyanophenyl)ethyl]-4-hydroxy-5-methyl-pyrazol-3-yl]-1H-1,2,4-triazol-5-yl]-5-methyl-pyrazolo[3,4-c]pyridine-3-carboxamide C(#N)C1=CC=C(C=C1)CCN1N=C(C(=C1C1=NNC(=N1)N1N=C(C=2C1=CN=C(C2)C)C(=O)N)O)C